2,3,5,6-tetramethyl-4-(2H-tetrazol-5-yl)phenyl 4-(benzyloxy)-2,3,6-trimethylbenzoate C(C1=CC=CC=C1)OC1=C(C(=C(C(=O)OC2=C(C(=C(C(=C2C)C)C=2N=NNN2)C)C)C(=C1)C)C)C